((2R,3S,4R,5S)-3,4-dihydroxy-5-(1-(methylthio)-2,4-dioxo-1,2,3,4-tetrahydropyrimidin-5-yl)tetrahydrofuran-2-yl)methyl-sodium trishydrophosphate P(=O)([O-])([O-])O.P(=O)([O-])([O-])O.P(=O)([O-])([O-])O.O[C@@H]1[C@@H](O[C@H]([C@@H]1O)C=1C(NC(N(C1)SC)=O)=O)C[Na]